ClC=1C(=NC(=NC1)NC1CCOCC1)C1=CC=2C(N(CCC2S1)[C@@H](C(=O)N[C@H](CO)C1=CC(=CC(=C1)OC)F)C)=O (R)-2-(2-(5-Chloro-2-((tetrahydro-2H-pyran-4-yl)amino)pyrimidin-4-yl)-4-oxo-6,7-dihydrothieno[3,2-c]pyridin-5(4H)-yl)-N-((S)-1-(3-fluoro-5-methoxyphenyl)-2-hydroxyethyl)propionamide